[N+](=O)([O-])C1=CC=C(C=C1)NC(=O)C12C(C(=NO1)C=1C=NC=CC1)C1CCC2C1 N-(4-Nitrophenyl)-3-(pyridin-3-yl)-3a,4,5,6,7,7a-hexahydro-4,7-methanobenzo[d]isoxazole-7a-carboxamide